FC1=CC(=CC2=C1N=C1N2[C@@H](CC1)C)C1=NC=CC=N1 ((R)-5-fluoro-1-methyl-2,3-dihydro-1H-benzo[d]pyrrolo[1,2-a]imidazol-7-yl)pyrimidin